azepan-1-yl(3-(6-methylpyridin-3-yl)phenyl)methanone N1(CCCCCC1)C(=O)C1=CC(=CC=C1)C=1C=NC(=CC1)C